methyl-2,4-dihydroxy-3,6-dimethylbenzoate COC(C1=C(C(=C(C=C1C)O)C)O)=O